CN(S(=O)(=O)C1CN(C1)C1=CC=2C(C=N1)=CN(N2)C2=CC=C(C=C2)OC(F)(F)F)C N,N-dimethyl-1-(2-(4-(trifluoromethoxy)phenyl)-2H-pyrazolo[4,3-c]pyridin-6-yl)azetidine-3-sulfonamide